NC=1N=NC(=CC1C=1C=NN(C1)C1CCC(CC1)N1CCC(CC1)C1=CC=CC=2N(CCOC21)[C@@H]2C(NC(CC2)=O)=O)C2=C(C=CC=C2)O (3S)-3-[8-[1-[4-[4-[3-amino-6-(2-hydroxyphenyl)pyridazin-4-yl]pyrazol-1-yl]cyclohexyl]-4-piperidyl]-2,3-dihydro-1,4-benzoxazin-4-yl]piperidine-2,6-dione